BrC=1C=CC(=NC1)CN[C@H](C)C1=C(C=CC=C1)F (R)-N-((5-bromopyridin-2-yl)methyl)-1-(2-fluorophenyl)ethan-1-amine